methyl 3-(2-(((1S,3S)-3-((tert-butoxycarbonyl)amino)cyclohexyl)amino)-5-(trifluoromethyl)pyrimidin-4-yl)-7-(dimethylphosphoryl)-1H-indole-6-carboxylate C(C)(C)(C)OC(=O)N[C@@H]1C[C@H](CCC1)NC1=NC=C(C(=N1)C1=CNC2=C(C(=CC=C12)C(=O)OC)P(=O)(C)C)C(F)(F)F